COC1=NC2=CC(=CC(=C2N=C1)C=1SC2=C(N1)C=CC1=C2C(C(O1)CO)C)C (2-(2-methoxy-7-methylquinoxalin-5-yl)-8-methyl-7,8-dihydrobenzofuro[5,4-d]thiazol-7-yl)methanol